C(CCC)C1(CS(C2=C(N(C1)C1=CC=CC=C1)C=CC(=C2)O\C=C(\C(=O)OC)/F)(=O)=O)CCCC Methyl (Z)-3-((3,3-dibutyl-1,1-dioxido-5-phenyl-2,3,4,5-tetrahydro-1,5-benzothiazepin-8-yl)oxy)-2-fluoroacrylate